FC1=C(C=CC=C1C[C@@H]1N(CC2(CC2)[C@@H]1NS(=O)(=O)C)C(=O)NC[C@@H]1OCC1)C1=CC=CC=C1 (6S,7S)-6-((2-fluoro-[1,1'-biphenyl]-3-yl)methyl)-7-(methylsulfonamido)-N-(((R)-oxetan-2-yl)methyl)-5-azaspiro[2.4]heptane-5-carboxamide